trans-racemic-tert-butyl 4-amino-3-methoxypiperidine-1-carboxylate N[C@H]1[C@@H](CN(CC1)C(=O)OC(C)(C)C)OC |r|